C1(=CC(=CC=C1)C1=CC(=NC=C1)C(=O)O)C 4-(m-tolyl)picolinic acid